6-methyl-4-(dimethylamino)-3,5,10,12,12a-pentahydroxy-1,11-dioxo-1,4,4a,5,5a,6,11,12a-octahydro-2-tetraceneformamide CC1C2C(C3C(C(=C(C(C3(C(=C2C(C2=C(C=CC=C12)O)=O)O)O)=O)C(=O)N)O)N(C)C)O